C1(CC1)NC(C1=CC(=C(C=C1)C)C=1C=NN(C1)C1=CN=C2N1C=C(C=C2)S(=O)(=O)N2CCOCC2)=O N-cyclopropyl-4-methyl-3-{1-[6-(morpholine-4-sulfonyl)-imidazo[1,2-a]pyridin-3-yl]-1H-pyrazol-4-yl}-benzamide